O=C([C@H](O)[C@@H](O)[C@H](O)[C@H](O)CO)O.O[Na] mono-hydroxysodium gluconate